Tri-Methyl-Indium C[In](C)C